methyl N-[(1S)-1-[[4-chloro-2-[[(1S)-1-[2-(cyclopropylamino)-2-oxo-acetyl]-4,4-difluoro-pentyl]carbamoyl]phenyl]carbamoyl]-2,2-dimethyl-propyl]carbamate ClC1=CC(=C(C=C1)NC(=O)[C@H](C(C)(C)C)NC(OC)=O)C(N[C@@H](CCC(C)(F)F)C(C(=O)NC1CC1)=O)=O